1-(3-(6-methoxy-3-(4-(trifluoro-methyl)phenyl)-1H-indazol-1-yl)-pyrrolidin-1-yl)prop-2-en-1-one COC1=CC=C2C(=NN(C2=C1)C1CN(CC1)C(C=C)=O)C1=CC=C(C=C1)C(F)(F)F